ClC=1C=C(CN(C([O-])=O)[C@H](C(=O)N[C@H](C(=O)N(C)OC)CCC(=O)N(C)CCC2=C(C=CC=C2)Cl)CC2CCCCC2)C=CC1 3-chlorobenzyl((S)-1-(((S)-5-((2-chlorophenethyl)(methyl)amino)-1-(methoxy(methyl)amino)-1,5-dioxopentan-2-yl)amino)-3-cyclohexyl-1-oxopropan-2-yl)carbamate